4-(6-(6-fluoropyridin-3-yl)imidazo[1,2-a]Pyridin-3-yl)-N-(6-(4-(methylsulfonyl)piperazine-1-yl)pyridin-3-yl)pyrimidin-2-amine FC1=CC=C(C=N1)C=1C=CC=2N(C1)C(=CN2)C2=NC(=NC=C2)NC=2C=NC(=CC2)N2CCN(CC2)S(=O)(=O)C